C(C)(C)(C)OC(=O)N1C(CCCC1)COCCOCCOCC1=CC=CC=C1 ({2-[2-(benzyloxy)ethoxy]ethoxy}methyl)piperidine-1-carboxylic acid tert-butyl ester